C(C)(C)(C)C=1C=C2C3=CC(=C4C(=C3NC2=CC1)C=CC(O4)(C)C)CN4CCN(CC4)CC4=CC(=CC=C4)C 8-(tert-butyl)-3,3-dimethyl-5-((4-(3-methylbenzyl)piperazin-1-yl)methyl)-3,11-dihydropyrano[3,2-a]carbazole